[N+](=O)([O-])C1=CC=C(OC=2C=C(OC3=C(C=CC=C3)/C(/C(=O)OC)=C\OC)C=CC2)C=C1 methyl (E)-2-[2-[3-[4-nitrophenoxy]-phenoxy]phenyl]-3-methoxyacrylate